N-[(1S)-3-[(2S)-2-ethyl-1-piperidyl]-1-[[(1S)-1-(4-fluoro-1H-benzimidazol-2-yl)ethyl]carbamoyl]-3-oxo-propyl]-2-isopropyl-cyclopropanecarboxamide C(C)[C@@H]1N(CCCC1)C(C[C@@H](C(N[C@@H](C)C1=NC2=C(N1)C=CC=C2F)=O)NC(=O)C2C(C2)C(C)C)=O